(S)-2-((fluorenylmethoxycarbonyl)amino)-3-(4-(4-(tetrahydro-2H-pyran-4-yl)-2-oxopiperazin-1-yl)phenyl)propanoic acid tert-butyl ester C(C)(C)(C)OC([C@H](CC1=CC=C(C=C1)N1C(CN(CC1)C1CCOCC1)=O)NC(=O)OCC1=CC=CC=2C3=CC=CC=C3CC12)=O